CC1=CC=CC(N1CCNC(OC(C)(C)C)=O)=O tert-butyl (2-(6-methyl-2-oxopyridin-1(2H)-yl)ethyl)carbamate